C(C1=CC=CC=2NN=NC21)C2=CC=CC=1NN=NC12 methylene-bis-benzotriazole